C(C=C)(=O)N[C@@H](CC(=O)O)C(=O)O acryloyl-aspartic acid